C(CCCCCCCCCCCCCCCCC)OC(CCC1=CC(=C(C(=C1)C(C)(C)C)O)C(C)(C)C)=O n-octadecyl-β-(4'-hydroxy-3,5'-di-t-butylphenyl)propionate